CCCCC/C=C\CCCCCCCC(=O)OC[C@H](COP(=O)(O)OC[C@@H](C(=O)O)N)OC(=O)CCCCCCCCCCC/C=C\C/C=C\CCCCC 1-(9Z-pentadecenoyl)-2-(13Z,16Z-docosadienoyl)-glycero-3-phosphoserine